C(C)(=O)N1CCC(CC1)(O)C1=CC2=C(N=CN=C2N[C@H](C)C2=C(C(=CC=C2)C(F)(F)F)C)C(N1C)=O (R)-6-(1-acetyl-4-hydroxypiperidin-4-yl)-7-methyl-4-((1-(2-methyl-3-(trifluoromethyl)phenyl)ethyl)amino)pyrido[3,4-d]pyrimidin-8(7H)-one